tin(II) telluride [Sn]=[Te]